ClC1=NC=C2C=CC(=NC2=C1)N(CC(=O)OC)C1CCC(CC1)O methyl 2-[(7-chloro-1,6-naphthyridin-2-yl)[(1r,4r)-4-hydroxycyclohexyl]amino]acetate